[4-(3,4-difluorophenyl)-2-(trifluoromethyl)pyrimidin-5-yl]methanol FC=1C=C(C=CC1F)C1=NC(=NC=C1CO)C(F)(F)F